3,6-Dioxa-1,8-octane-dithiol C(COCCOCCS)S